(5S,7S)-7-fluoro-2-[(1S)-1-fluoroethyl]sulfonyl-5-phenyl-6,7-dihydro-5H-pyrrolo[1,2-b][1,2,4]triazole F[C@H]1C[C@H](N2N=C(N=C21)S(=O)(=O)[C@@H](C)F)C2=CC=CC=C2